C(=O)=[Fe](C1C=CC=C1)(C1C=CC=C1)(=C=O)(=C=O)=C=O tetracarbonyl-bis(cyclopentadienyl)iron